COCCOCCOCCOCCOCCOCCOC1=C2C(=CNC2=CC=C1)CCN(C)C 2-(4-((2,5,8,11,14,17-hexaoxanonadec-19-yl)oxy)-1H-indol-3-yl)-N,N-dimethylethane-1-amine